Methyl (3Z)-3-[[4-[acetyl-[2-(dimethylamino)ethyl]amino]anilino]-phenylmethylidene]-2-oxo-1H-indole-6-carboxylate C(C)(=O)N(C1=CC=C(N\C(=C\2/C(NC3=CC(=CC=C23)C(=O)OC)=O)\C2=CC=CC=C2)C=C1)CCN(C)C